C(C)(C)(C)OC(=O)N1CCC(CC1)CC(=O)N(C)C 4-[2-(dimethylamino)-2-oxo-ethyl]piperidine-1-carboxylic acid tert-butyl ester